FC=1C(=CC2=C(C(N3[C@@H](CO2)C[C@@H](C3)OC3=NC=C2CCC(NC2=C3)=O)=O)C1N1CCCC1)C (2S,11aR)-7-fluoro-8-methyl-2-((2-oxo-1,2,3,4-tetrahydro-1,6-naphthyridin-7-yl)oxy)-6-(pyrrolidin-1-yl)2,3,11,11a-tetrahydro-1H,5H-benzo[f]pyrrolo[2,1-c][1,4]oxazepin-5-one